[N].C1(C=CC(N1)=O)=O maleimide nitrogen